BrCC1=CC2=C(N=C(S2)C(F)(F)F)C=C1 6-(bromomethyl)-2-(trifluoromethyl)-1,3-benzothiazole